6-[4-[2-aminoethyl(propanoyl)amino]-3-methyl-phenyl]-N-(3-pyridylmethyl)pyridine-3-carboxamide NCCN(C1=C(C=C(C=C1)C1=CC=C(C=N1)C(=O)NCC=1C=NC=CC1)C)C(CC)=O